N-(2-(2-(4-((4-(benzyloxy)benzyl)oxy)phenoxy)ethoxy)ethyl)cyclopentylamine C(C1=CC=CC=C1)OC1=CC=C(COC2=CC=C(OCCOCCNC3CCCC3)C=C2)C=C1